O=C(CP(OCC)(OCC)=O)C Diethyl (2-oxopropyl)phosphonate